ClC1=CC=C(C=C1)S(=O)(=O)/C=C/CNC(=O)C=1C(NC=2CCN(CC2C1)C(=O)OCC(F)F)=O 2,2-difluoroethyl 3-{[(2E)-3-(4-chlorobenzenesulfonyl) prop-2-en-1-yl] carbamoyl}-2-oxo-1,2,5,6,7,8-hexahydro-1,6-naphthyridine-6-carboxylate